BrC1=C2C=CC=CC2=C(C2=CC=CC=C12)C=1C=CC(=NC1)C1=CC=CC=C1 5-(10-Bromoanthracen-9-yl)-2-phenylpyridine